2-chloro-5-((1-(2-cyano-3-(4,4-difluoropiperidin-yl)-7-methylquinoxalin-5-yl)ethyl)amino)thiazole-4-carboxylic acid ClC=1SC(=C(N1)C(=O)O)NC(C)C1=C2N=C(C(=NC2=CC(=C1)C)C#N)N1CCC(CC1)(F)F